FC=1C=C(C=CC1F)C1CCC2(OCCO2)CC1 8-(3,4-difluorophenyl)-1,4-dioxaspiro[4.5]decane